6-chloro-1-[(3aR,4R,6R,6aR)-4-(4-aminopyrrolo[2,3-d]pyrimidin-7-yl)-2,2-dimethyl-3a,4,6,6a-tetrahydrofuro[3,4-d][1,3]dioxol-6-yl]isochroman-3-ol ClC=1C=C2CC(OC(C2=CC1)[C@H]1O[C@H]([C@H]2[C@@H]1OC(O2)(C)C)N2C=CC1=C2N=CN=C1N)O